2-(6-((2S,5R)-2,5-dimethyl-4-(1-(2-methyl-1,3-dioxoisoindolin-5-yl)ethyl)piperazin-1-yl)-9-ethyl-3-methyl-2-oxo-3,9-dihydro-2H-purin-8-yl)acetonitrile C[C@@H]1N(C[C@H](N(C1)C(C)C=1C=C2C(N(C(C2=CC1)=O)C)=O)C)C=1C=2N=C(N(C2N(C(N1)=O)C)CC)CC#N